(-)-2-{[(3-cyanophenyl)carbamoyl]amino}-2-cyclopropylbutanoic acid C(#N)C=1C=C(C=CC1)NC(=O)NC(C(=O)O)(CC)C1CC1